FC=1C(=C2C=NNC2=C(C1)B1OC(C(O1)(C)C)(C)C)C=1C=NNC1 5-fluoro-4-(1H-pyrazol-4-yl)-7-(4,4,5,5-tetramethyl-1,3,2-dioxaborolan-2-yl)-1H-indazole